vinyldimethoxy(methylamino)silane C(=C)[Si](NC)(OC)OC